CN1C(N(C2=C1C=CC(=C2)NC2=CC=C(C=C2)C(C)(C)CC)C)=O 1,3-Dimethyl-5-((4-(tert-amyl)phenyl)amino)-1,3-dihydro-2H-benzo[d]imidazol-2-one